O=S1(CC=CC2=CC(=CC=C12)NC1=NC=C(C(=N1)N[C@H](CO)C1=CC=CC=C1)C=1OC(=NN1)CC)=O (2S)-2-[[2-[(1,1-dioxo-2H-thiochromen-6-yl)amino]-5-(5-ethyl-1,3,4-oxadiazol-2-yl)pyrimidin-4-yl]amino]-2-phenyl-ethanol